cyclotetradecylboric acid C1(CCCCCCCCCCCCC1)OB(O)O